(S)-5-methyl-N-(3-(1-(pyrazolo[1,5-a]pyridin-3-ylamino)ethyl)phenyl)nicotinamide CC=1C=NC=C(C(=O)NC2=CC(=CC=C2)[C@H](C)NC=2C=NN3C2C=CC=C3)C1